OC(=O)C(F)(F)F.CN1C(N(C2=C1C=C(C=C2)N2CCC(CC2)NC)C2C(NC(CC2)=O)=O)=O 3-[3-methyl-5-[4-(methylamino)-1-piperidinyl]-2-oxo-benzimidazol-1-yl]piperidine-2,6-dione TFA salt